NCCN(C=1N=CC2=C(N1)C(=CS2)C(=O)NC=2C=C1C=CC=NC1=CC2OC)C 2-[(2-aminoethyl)(methyl)amino]-N-(7-methoxyquinolin-6-yl)thieno[3,2-d]pyrimidine-7-carboxamide